N-[[(4S)-7,8-dichloro-6-(2,6-difluorophenyl)-4-methyl-4H-[1,2,4]triazolo[1,5-a][1,4]benzodiazepine-2-Yl]methyl]acetamide ClC1=C(C=CC2=C1C(=N[C@H](C=1N2N=C(N1)CNC(C)=O)C)C1=C(C=CC=C1F)F)Cl